C(C)OC(=O)C=1C(=NC(=C(C1O)[N+](=O)[O-])O)C 4,6-dihydroxy-2-methyl-5-nitro-pyridine-3-carboxylic acid ethyl ester